NC1=NC=CC(=C1Cl)SC=1C=2N(C(=NC1)N1CCC3([C@@H]([C@@H](OC3)C)N)CC1)N=CN2 (3S,4S)-8-{8-[(2-amino-3-chloropyridin-4-yl)sulfanyl]-[1,2,4]triazolo[1,5-c]pyrimidin-5-yl}-3-methyl-2-oxa-8-azaspiro[4.5]decan-4-amine